N-dimethylbutyl-ammonium acetate C(C)(=O)[O-].CC(CCC)([NH3+])C